C1(=CC=C(C=C1)NC1=NC2=CC(=C(C=C2C=C1)OC)OC(C)=O)C 2-(p-toluylamino)-6-methoxy-7-acetoxyquinoline